C(C)(C)(C)OC(NCCC1=CC(=CC=C1)NC1=NC(=C(N=C1C(N)=O)CC)N(C)C)=O (3-((3-carbamoyl-6-(dimethylamino)-5-ethylpyrazin-2-yl)amino)phenethyl)carbamic acid tert-butyl ester